tert-butyl 8-((tert-butoxycarbonyl)oxy)-1,2,4,5-tetrahydro-3H-benzo[4,5]thieno[2,3-d]azepine-3-carboxylate C(C)(C)(C)OC(=O)OC1=CC2=C(C3=C(CCN(CC3)C(=O)OC(C)(C)C)S2)C=C1